6-(6-(methyl(2,2,6,6-tetramethylpiperidin-4-yl)amino)pyridazin-3-yl)isoquinolin-7-ol CN(C1=CC=C(N=N1)C=1C=C2C=CN=CC2=CC1O)C1CC(NC(C1)(C)C)(C)C